N-(2,6-dichloro-4-nitrophenyl)-6-methoxy-2-(2-pyridyl)-5-(trifluoromethyl)-4-pyrimidinamine ClC1=C(C(=CC(=C1)[N+](=O)[O-])Cl)NC1=NC(=NC(=C1C(F)(F)F)OC)C1=NC=CC=C1